FC=1C=C(C2=CN(N=C2C1N1CC(NS1(=O)=O)=O)CC1=CC=C(C=C1)OC)CNC1=NC(=CC(=C1)OC)C 5-[6-fluoro-4-[[(4-methoxy-6-methyl-2-pyridyl)amino]methyl]-2-[(4-methoxyphenyl)methyl]indazol-7-yl]-1,1-dioxo-1,2,5-thiadiazolidin-3-one